(R)-1-(2,7-dichloro-8-fluoro-5-methylpyrido[4,3-d]pyrimidin-4-yl)pyrrolidin-3-ol ClC=1N=C(C2=C(N1)C(=C(N=C2C)Cl)F)N2C[C@@H](CC2)O